N-cyclopropylmethyl-3,4-methylenedioxyamphetamine C1(CC1)CNC(C)CC1=CC2=C(C=C1)OCO2